(6S,8R)-8-(1-(difluoromethyl)-1H-pyrazol-3-yl)-2-fluoro-8-methyl-N-(4-(pyrimidin-2-yl)-3-(trifluoromethyl)phenyl)-7,8-dihydro-6H-cyclopenta[e]pyrazolo[1,5-a]pyrimidine-6-carboxamide FC(N1N=C(C=C1)[C@@]1(C[C@@H](C=2C=NC=3N(C21)N=C(C3)F)C(=O)NC3=CC(=C(C=C3)C3=NC=CC=N3)C(F)(F)F)C)F